FC=1C=C(C(=NC1)OC)[C@@H](C(C)C)N[S@](=O)C(C)(C)C (R)-N-((R)-1-(5-fluoro-2-methoxypyridin-3-yl)-2-methylpropyl)-2-methylpropane-2-sulfinamide